4-[1-(4-amino-3-methyl-1H-pyrazolo[3,4-d]pyrimidin-1-yl)ethyl]-6-chloro-2-[1-(cyclopropylmethyl)azetidin-3-yl]-3-methoxybenzonitrile NC1=C2C(=NC=N1)N(N=C2C)C(C)C2=C(C(=C(C#N)C(=C2)Cl)C2CN(C2)CC2CC2)OC